1-(tert-butyl) 2-methyl 5-methyl-1H-indole-1,2-dicarboxylate CC=1C=C2C=C(N(C2=CC1)C(=O)OC(C)(C)C)C(=O)OC